cyclopentadienyl-(titanocene) C1(C=CC=C1)[C-]1C=CC=C1.[CH-]1C=CC=C1.[Ti+2]